Aminoethyl succinate C(CCC(=O)[O-])(=O)OCCN